P(=O)(O)(O)O.P(=O)(O)(O)O.C(C)(C)(C)C1=C(C=CC(=C1)C(C)(C)C)C1=CC=C(C=C1)C1=CC=CC=C1 (2,4-di-t-butylphenyl-4,4-biphenyl) bisphosphate